C(C=CC1=CC=CC=C1)(=O)Cl anti-cinnamoyl chloride